O[C@H]1C[C@H]2CC[C@H]3[C@@H]4CC[C@H](C(C)=O)[C@]4(CC([C@@H]3[C@]2(CC1)C)=O)C 3α-hydroxy-5β-pregnane-11,20-dione